1-(((2S,3R)-4-acetoxy-2-ethyl-3-((1-methyl-1H-imidazol-5-yl)methyl)-butanoyl)oxy)ethyl 2-((4-bromo-1H-benzo[d]imidazol-5-yl)amino)-4,5-dihydro-1H-imidazole-1-carboxylate BrC1=C(C=CC=2NC=NC21)NC=2N(CCN2)C(=O)OC(C)OC([C@H]([C@H](COC(C)=O)CC2=CN=CN2C)CC)=O